OC1=C(C(=O)O)C=C(C=C1O)[N+](=O)[O-] 2,3-dihydroxy-5-nitrobenzoic acid